C(C)N(C\C=C/C1=C(C=CC=C1)S(=O)(=O)NC1=CC=C2[C@@H]3[C@H](COC2=C1C(=O)O)C3)CC (1aR,7bS)-5-[2-((Z)-3-diethylaminoprop-1-enyl)benzenesulfonylamino]-1,1a,2,7b-tetrahydrocyclopropa[c]chromene-4-carboxylic acid